FC(C1=C(C(=CC=C1N)C1=CC(=C(N)C=C1)C(F)(F)F)CCCCCC\C=C/CCCCCCCCO)(F)F 3,3'-bis(trifluoromethyl)benzidinepalmitoleyl alcohol